C1[C@@H](C=CC=C1C(=O)O)N The molecule is the (S)-enantiomer of gabaculine. It has a role as a bacterial metabolite and an EC 2.6.1.19 (4-aminobutyrate--2-oxoglutarate transaminase) inhibitor. It is an enantiomer of a (R)-gabaculine.